ClC1=C(C=CC(=C1)C)C=1CCCC2=C(C1C1=CC=C(C=C1)O[C@@H]1CN(CC1)CCCF)C=CC(=C2)C=2N=NNN2 (S)-5-(8-(2-Chloro-4-methylphenyl)-9-(4-((1-(3-fluoropropyl)pyrrolidin-3-yl)oxy)phenyl)-6,7-dihydro-5H-benzo[7]annulen-3-yl)-2H-tetrazol